ClC=1C(=C(C=CC1)S(=O)(=O)NC1=CC=C(C=C1)C1=NC(=C2C(=N1)NN=C2C)OC2CCN(CC2)CCO)F chloro-2-fluoro-N-[4-(4-{[1-(2-hydroxyethyl)piperidin-4-yl]oxy}-3-methyl-1H-pyrazolo[3,4-d]pyrimidin-6-yl)phenyl]benzenesulfonamide